methyl N-(4-((tert-butyldiphenylsilyl)oxy)-3-cyanobutanoyl)-N-methyl-L-valinate [Si](C1=CC=CC=C1)(C1=CC=CC=C1)(C(C)(C)C)OCC(CC(=O)N([C@@H](C(C)C)C(=O)OC)C)C#N